Busulfan O=S(OCCCCOS(=O)(C)=O)(C)=O